ClC(=C)C1=CC(=CC=C1)Cl α-chloro-m-chlorostyrene